C1=CC=CC=2C3=CC=CC=C3N(C12)C1=CC=C(C=C1)C1=CC=CC=C1 4-(9-carbazolyl)biphenyl